C(=O)O.FC1=C(C=CC=C1F)C1=CN=C(C=2N1N=CC2)N2CCC1(CC2)[C@@H](C=2C(=NC=CC2)C1)N (5S)-1'-[7-(2,3-difluorophenyl)pyrazolo[1,5-a]pyrazin-4-yl]spiro[5,7-dihydrocyclopenta[b]pyridine-6,4'-piperidine]-5-amine formate